C1(=CC=CC=C1)S(=O)[O-].[Na+].CN1C(=NC=C1)[Sn](CCCC)(CCCC)CCCC 1-methyl-2-(tributylstannyl)imidazole Sodium benzenesulfinate